4-[(1E)-3-Hydroxyprop-1-en-1-yl]-2-methoxyphenol OC/C=C/C1=CC(=C(C=C1)O)OC